COC(=O)C=1C=CC2=C(N(C(=N2)CC2=CC=C(C=C2)OC2=NC(=CC=C2)COC2=C(C=C(C=C2)C#N)F)C[C@H]2OCC2)C1.C1(C(=C(C(C(=C1[2H])[2H])=O)[2H])[2H])=O 1,4-benzoquinone-d4 methyl-(S)-2-(4-((6-((4-cyano-2-fluorophenoxy)methyl)pyridine-2-yl)oxy)benzyl)-1-(oxetan-2-ylmethyl)-1H-benzo[d]imidazole-6-carboxylate